ammonium molybdenum salt [Mo+4].[NH4+]